C(C)(C)(C)OC(=O)NC1CC(CCC1)NC1=C(N=NC(=C1)Cl)C(=O)O 4-(3-(tert-butoxycarbonylamino)cyclohexylamino)-6-chloropyridazine-3-carboxylic acid